2,4-difluorocatechol FC1(C(O)C=CC(=C1)F)O